2-(1-(2-cyano-1-cyclopentylvinyl)-1H-pyrazole-4-carbonyl)-4,4-dimethoxybutyronitrile C(#N)C=C(C1CCCC1)N1N=CC(=C1)C(=O)C(C#N)CC(OC)OC